CC=1C2=C(C=NC1)NC(N2CC2CN(C2)C(=O)OC(C)(C)C)=O tert-Butyl 3-({7-methyl-2-oxo-1H,2H,3H-imidazo[4,5-c]pyridin-1-yl}methyl)azetidine-1-carboxylate